C(C)(C)(C)OC(=O)N1C[C@H](CC1)[C@@H](C(=O)OC(C)(C)C)CC1=CSC(=C1)CC=C (R)-3-((S)-3-(5-allylthiophene-3-yl)-1-(tert-butoxy)-1-oxopropane-2-yl)pyrrolidine-1-carboxylic acid tert-butyl ester